C(#N)C1=C(C=C(C=C1)C1=CC(=CC=C1C=1C=C2C=NN(C2=CC1F)C)C(=O)N1[C@@H]2[C@H](C[C@H]1CC2)NC(OC(C)(C)C)=O)F |o1:28,29,31| tert-butyl ((1S,2S,4R)-rel-7-(4'-cyano-3'-fluoro-6-(6-fluoro-1-methyl-1H-indazol-5-yl)-[1,1'-biphenyl]-3-carbonyl)-7-azabicyclo[2.2.1]heptan-2-yl)carbamate